Hexaiminotriphenylene N=C1C(C=2C=3C(C(C(C(C3C3=CC=CC=C3C2C=C1)=N)=N)=N)=N)=N